ClC=1C=C2C(=NC=NC2=CC1C1=C(C=CC=C1F)C(F)F)N1CCN(CC1)C(C=C)=O 1-(4-(6-chloro-7-(2-(difluoromethyl)-6-fluorophenyl)quinazolin-4-yl)piperazin-1-yl)prop-2-en-1-one